6-methyl-2-(5-azaspiro[2.4]heptan-5-yl)pyrimidine-4-Carbohydrazide CC1=CC(=NC(=N1)N1CC2(CC2)CC1)C(=O)NN